CN1N=NN=C1C(=O)[O-].[K+] potassium 1-methyl-1H-tetrazole-5-carboxylate